C(C)OC(=O)C1=CC=C(C=C1)N(C=NC1=CC=C(C=C1)C(=O)OCC)CC1=CC=CC=C1 N,N'-bis(4-ethoxycarbonylphenyl)-N-benzyl-formamidine